(S)-4-(2-(tert-butoxycarbonylamino)-3-methylbutanoyloxy)butanoic acid C(C)(C)(C)OC(=O)N[C@H](C(=O)OCCCC(=O)O)C(C)C